2,2'-methylenebis-(4-methyl-tert-butylphenol) C(C1=C(C=CC(=C1C(C)(C)C)C)O)C1=C(C=CC(=C1C(C)(C)C)C)O